C1(CC1)N1N=CC(=C1)[C@H]1CN(C[C@H](O1)C)C1=NC(=C(C(=N1)C(=O)OCC)C=O)C=1C=NC(=CC1)C(F)(F)F ethyl 2-[(2S,6R)-2-(1-cyclopropylpyrazol-4-yl)-6-methyl-morpholin-4-yl]-5-formyl-6-[6-(trifluoromethyl)-3-pyridyl]pyrimidine-4-carboxylate